C(C)(C)(C)OC(=O)N(CCN[C@H](C(=O)OCC1=CC=CC=C1)C(C)C)C benzyl (2S)-2-[2-[tert-butoxycarbonyl (methyl) amino]-ethylamino]-3-methyl-butyrate